(S)-7-(1-(4-amino-3-(3-fluoro-4-isopropoxyphenyl)-1H-pyrazolo[3,4-d]pyrimidin-1-yl)propyl)-6-(3-fluorophenyl)-3-methyl-5H-thiazolo[3,2-a]pyridin-5-one NC1=C2C(=NC=N1)N(N=C2C2=CC(=C(C=C2)OC(C)C)F)[C@@H](CC)C=2C=C1N(C(C2C2=CC(=CC=C2)F)=O)C(=CS1)C